3-chloro-N-(3-((1s,3s)-3-(cyanomethyl)-1-(4-methyl-4H-1,2,4-triazol-3-yl)cyclobutyl)phenyl)-6-formylimidazo[1,2-a]pyridine-8-carboxamide ClC1=CN=C2N1C=C(C=C2C(=O)NC2=CC(=CC=C2)C2(CC(C2)CC#N)C2=NN=CN2C)C=O